methyl-cis-3-oxo-2-pentyl-1-cyclopentanone CC1(C(CCC1=O)=O)CCCCC